N-(6-((3R,4S)-3,4-difluoropyrrolidin-1-yl)-2,2-dimethyl-2,3-dihydrobenzo-furan-5-yl)pyrazolo[1,5-a]pyrimidine-3-carboxamide F[C@@H]1CN(C[C@@H]1F)C1=CC2=C(CC(O2)(C)C)C=C1NC(=O)C=1C=NN2C1N=CC=C2